BrC1=NNN=C1Br 4,5-dibromo-2H-[1,2,3]triazole